C(N)(O[C@@H]1C(C=CC=C(C(NC2=CC(C=C([C@@H]([C@H](C[C@@H](C([C@H](C=C1C)C)OC)OC)C)OC)C2=O)=O)=O)C)OC)=O (9S,12S,14S,16S,17R)-8,13,14,17-tetramethoxy-4,10,12,16-tetramethyl-3,20,22-trioxo-2-azabicyclo[16.3.1]docosa-1(21),4,6,10,18-pentaen-9-yl carbamate